3-chloro-N-(2,3-difluorophenyl)benzenesulfonamide ClC=1C=C(C=CC1)S(=O)(=O)NC1=C(C(=CC=C1)F)F